O=C1NC(CCC1N1CC2=CC=C(C=C2C1=O)CNC(OC1CC(C1)C1=C(C=CC=C1)OC(F)(F)F)=O)=O 3-(2-(trifluoromethoxy)phenyl)cyclobutyl ((2-(2,6-dioxopiperidin-3-yl)-3-oxoisoindolin-5-yl)methyl)carbamate